1-oxa-9-azaspiro[5.5]Undecane-3-one O1CC(CCC12CCNCC2)=O